[B].[Si].[Mg] magnesium-silicon-boron